(S)-N-(1-(4-((2-fluoro-3-methyl-4-((1-methyl-1H-benzo[d][1,2,3]triazol-5-yl)oxy)phenyl)amino)pyrido[3,2-d]pyrimidin-6-yl)azepan-3-yl)acrylamide FC1=C(C=CC(=C1C)OC1=CC2=C(N(N=N2)C)C=C1)NC=1C2=C(N=CN1)C=CC(=N2)N2C[C@H](CCCC2)NC(C=C)=O